Cl.N[C@@H]1C[C@H](C1)C(=O)OCC1=CC(=NC(=C1)Cl)Cl (2,6-Dichloropyridin-4-yl)methyl trans-3-aminocyclobutane-1-carboxylate hydrochloride